BrC=1C=C(C=CC1)[C@@H]1N(CCC1)C(=O)C1=NN(C=C1)C1=NC(=CN=C1)OCC 2-[3-[(2R)-2-(3-bromophenyl)pyrrolidine-1-carbonyl]pyrazol-1-yl]-6-ethoxypyrazine